COC1=CC=C(CN2C(C3C(C4=NC=CC=C24)C3)=O)C=C1 5-(4-Methoxybenzyl)-5,6a,7,7a-tetrahydro-6H-cyclopropa(c){1,5}naphthyridin-6-one